C1(=C(C(=CC(=C1)C)C)C(C(=O)OC(C(C(C(F)(F)F)OC(C1=CC=CC=C1)=O)C)C)=O)C 1,1,1-trifluoro-3-methyl-2,4-pentanediol benzoate mesitylglyoxylate